CC1C=NC(=CN1C(=O)Cl)C(=O)Cl 3-methyl-4,6-pyrazinediformyl chloride